FC=1C=C(C=C(C1)F)[C@@H]1N(OCC1)C1=CC(=NC=N1)NC=1C(=CC(=C(C1)NC(C=C)=O)N1C[C@H]2N(CC[C@H]2C1)C)OC N-(5-((6-((R)-3-(3,5-difluorophenyl)isoxazolidine-2-yl)pyrimidine-4-yl)amino)-4-methoxy-2-((3aS,6aS)-1-methylhexahydro-pyrrolo[3,4-b]pyrrole-5(1H)-yl)phenyl)acrylamide